6-bromo-N,7-dimethylpyrido[2,3-d]pyrimidin-2-amine BrC1=CC2=C(N=C(N=C2)NC)N=C1C